(R)-8-((1-acryloyl-3-piperidinyl)methyl)-6-isopropyl-2-((2-methoxy-4-(4-methyl-1-piperazinyl)phenyl)amino)-7(8H)-pteridinone C(C=C)(=O)N1C[C@@H](CCC1)CN1C(C(=NC=2C=NC(=NC12)NC1=C(C=C(C=C1)N1CCN(CC1)C)OC)C(C)C)=O